N-[[2-(trifluoromethyl)tetrahydropyran-4-yl]amino]carbamic acid tert-butyl ester C(C)(C)(C)OC(NNC1CC(OCC1)C(F)(F)F)=O